1-{4-[(1R)-1-aminoethyl]-2,6-diethoxyphenyl}ethan-1-one N[C@H](C)C1=CC(=C(C(=C1)OCC)C(C)=O)OCC